(S)-N-(8,9-Difluoro-6-(2-hydroxyethoxy)-1,4-dihydro-2H-pyrano[3,4-c]isoquinolin-1-yl)-5,6-difluoro-N-methyl-1H-indole-2-carboxamide FC=1C(=CC=2C3=C(N=C(C2C1)OCCO)COC[C@H]3N(C(=O)C=3NC1=CC(=C(C=C1C3)F)F)C)F